OC[C@H](C[C@H]1C(NCC1)=O)NC(=O)[C@H]1N(C[C@H]2[C@@H]1CCC2)C(=O)C=2NC1=CC=CC=C1C2 (1S,3aR,6aS)-N-[(2S)-1-hydroxy-3-[(3S)-2-oxopyrrolidin-3-yl]propan-2-yl]-2-(1H-indole-2-carbonyl)-hexahydro-1H-cyclopenta[c]pyrrole-1-carboxamide